C=C\C=C/C=C\CCC (3z,6z,9z)-nonatrien